FC1=C(C=C(C=C1)OC1=NC(=CC=C1)C1=C(C=C(C=C1)OC)F)O 2-fluoro-5-{[6-(2-fluoro-4-methoxyphenyl)pyridin-2-yl]oxy}phenol